BrC1=C(C=CC(=C1)I)N(C(OC(C)(C)C)=O)C tert-Butyl (2-bromo-4-iodophenyl)(methyl)carbamate